C(C)(C)(C)C1=CC=C(C=C1)N1C=CC=2C1=NC=CC2Cl (4-(tert-butyl)phenyl)-4-chloro-1H-pyrrolo[2,3-b]Pyridine